bis(4-cyanooxy(cyanato)phenyl)methane C(#N)OC1=CC(=C(C=C1)CC1=C(C=C(C=C1)OC#N)OC#N)OC#N